7-(6-(((1S,2S,3R,5R)-2-fluoro-8-azabicyclo[3.2.1]octan-3-yl)(methyl)amino)pyridazin-3-yl)quinolin-6-ol F[C@H]1[C@@H]2CC[C@H](C[C@H]1N(C1=CC=C(N=N1)C1=C(C=C3C=CC=NC3=C1)O)C)N2